N1N=CC(=C1)C1=NN=C(N1N)C=1C=NNC1 3,5-di(1H-pyrazol-4-yl)-4H-1,2,4-triazole-4-amine